C(CCCCCCCC#N)#N Azelaonitril